6-bromo-5-fluorobenzo[d]oxazole-2-thiol BrC1=CC2=C(N=C(O2)S)C=C1F